COC(=O)C1=CC=C2C(=N1)C=CN2C 1-methyl-1H-pyrrolo[3,2-b]Pyridine-5-carboxylic acid methyl ester